C(C)OC(=O)C1=CC=2C(=NC(=CC2)Cl)N1CC1CC1 6-chloro-1-(cyclopropylmethyl)-1H-pyrrolo[2,3-b]Pyridine-2-carboxylic acid ethyl ester